(4-amino-3-sulfonylphenyl)-1-cyclopropyl-6-fluoro-8-nitro-4-oxo-1,4-dihydroquinoline-3-carboxylic acid NC=1C(CC(=CC1)C=1N(C2=C(C=C(C=C2C(C1C(=O)O)=O)F)[N+](=O)[O-])C1CC1)=S(=O)=O